C(CCCCCC(=O)OCC(COC(CCCCCC(=O)OCCCCCCCCC)=O)(CO)CO)(=O)OCCCCCCCCC O7-[2,2-bis(hydroxymethyl)-3-(7-nonoxy-7-oxo-heptanoyl) oxy-propyl] O1-nonyl heptanedioate